2-amino-6-(5-((3aS,6aR)-2-oxohexa-hydro-1H-thieno[3,4-d]imidazol-4-yl)pentan-amido)hexanoic acid NC(C(=O)O)CCCCNC(CCCCC1SC[C@@H]2NC(N[C@@H]21)=O)=O